C1(=CC=CC=C1)C(C(=O)NN)C(=O)NN phenylmalonic acid dihydrazide